(S)-5-(2-Aminopropoxy)-N-(1-(2-methyl-7-(thiazol-2-yl)quinolin-5-yl)cyclopropyl)benzamide N[C@H](COC=1C=CC=C(C(=O)NC2(CC2)C2=C3C=CC(=NC3=CC(=C2)C=2SC=CN2)C)C1)C